6-(2,4-di-tert-butoxypyrimidin-5-yl)-8-bromoimidazo[1,2-b]pyridazine C(C)(C)(C)OC1=NC=C(C(=N1)OC(C)(C)C)C=1C=C(C=2N(N1)C=CN2)Br